5-methyl-1,4-decadiene CC(=CCC=C)CCCCC